(S)-2-(6-methyl-4-oxopyrrolo[1,2-d][1,2,4]triazin-3(4H)yl)-N-(1-phenylpropyl)acetamide CC1=CC=C2N1C(N(N=C2)CC(=O)N[C@@H](CC)C2=CC=CC=C2)=O